CN([C@@H](CCCCN)C(=O)O)C N,N-E-dimethyl-lysine